2-(6'-bromo-1',3'-dioxospiro[cyclobutane-1,4'-isoquinoline]-2'-yl)-N-(5-fluoropyrimidin-2-yl)acetamide BrC=1C=C2C3(C(N(C(C2=CC1)=O)CC(=O)NC1=NC=C(C=N1)F)=O)CCC3